BrC1=CC=CC=2N(C(NC21)=O)C2CCC(CC2)C(=O)NC2=CC(=CC=C2)N(C)C 4-(4-bromo-2-oxo-2,3-dihydro-1H-1,3-benzodiazol-1-yl)-N-[3-(dimethylamino)phenyl]cyclohexane-1-carboxamide